C(C)OC(C=C(C=CCCCC)CCCCCC)=O.ClC1=CN=C(S1)C=1C=C(C(=O)N[C@H](C)C2=NC=C(N=C2)C)C=C(C1)O[C@H]1COCC1 3-(5-chloro-1,3-thiazol-2-yl)-N-[(1R)-1-(5-methylpyrazin-2-yl)ethyl]-5-[(3R)-tetrahydrofuran-3-yloxy]benzamide ethyl-3-hexylnonen-2-enoate